5-(chloromethyl)-3-((1s,3s)-3-(4-chlorophenyl)-3-fluorocyclobutyl)-1,2,4-oxadiazole ClCC1=NC(=NO1)C1CC(C1)(F)C1=CC=C(C=C1)Cl